C12CN(CC(N1)C2)C=2SC(=CN2)Br 2-(3,6-diazabicyclo[3.1.1]heptan-3-yl)-5-bromothiazole